C1=CC(=CC=C1[C@H]2[C@@H]([C@@H]([C@H](O2)COP(=O)([O-])[O-])O)O)N The molecule is an organophosphate oxoanion obtained by deprotonation of the phosphate OH groups of 4-(beta-D-ribofuranosyl)aminobenzene 5'-phosphate. It is a conjugate base of a 4-(beta-D-ribofuranosyl)aminobenzene 5'-phosphate.